(((((1R,2S,5R)-2-carbamoyl-7-oxo-1,6-diazabicyclo[3.2.1]oct-6-yl) oxy) sulfonyl) oxy)-3,3-dimethylbutyladamantane-1-carboxylate C(N)(=O)[C@H]1N2C(N([C@H](CC1)C2)OS(=O)(=O)OC2(C1(CC3CC(CC2C3)C1)C(=O)[O-])CCC(C)(C)C)=O